C/C(=C/CCC(=O)[O-])/CCC=C(C)C Z-3,7-dimethyl-2,6-octadien-1-ylacetate